C1(CC1)S(=O)(=O)C=1C=C(OC[C@H](CN[C@H]2COC3(C2)CCN(CC3)S(=O)(=O)C3=CC2=C(OCCN2)N=C3)O)C=CC1 (S)-1-(3-(cyclopropylsulfonyl)phenoxy)-3-((R)-8-(2,3-dihydro-1H-pyrido[2,3-b][1,4]oxazin-7-ylsulfonyl)-1-oxa-8-azaspiro[4.5]decan-3-ylamino)propan-2-ol